CC1CN(CC1)C=1C=C(C=NC1)C=1N=NN(C1)CC=1N=C2N(C=C(C=C2)C=O)C1 2-[[4-[5-(3-methylpyrrolidin-1-yl)-3-pyridinyl]triazol-1-yl]methyl]imidazo[1,2-a]pyridine-6-carbaldehyde